2,5,8-Trimethyl-2,3,4,5-tetrahydro-1H-pyrido[4,3-b]indole CN1CC2=C(N(C=3C=CC(=CC23)C)C)CC1